5-bromo-3-methylpyrazin-2-amine BrC=1N=C(C(=NC1)N)C